N([C@@H](C)C(=O)O)[C] alanineO-carbon